C1=2C=C(C=CC2CC1)CCC(=O)O 3-(Bicyclo[4.2.0]octa-1(6),2,4-trien-3-yl)propanoic acid